3-amino-3-(3-methyloxetan-3-yl)propionamide NC(CC(=O)N)C1(COC1)C